4-tolyl Isoselenocyanate C1(=CC=C(C=C1)N=C=[Se])C